oct-2-enyl-carboxylic acid C(C=CCCCCC)C(=O)O